N-{[(2-methylprop-2-yl)oxy]carbonyl}-L-valine CC(C)(C)OC(=O)N[C@@H](C(C)C)C(=O)O